OC1=C(C(=CC(=C1)C(C)(CCCCCC)C)O)[C@@H]1C=C(CC[C@H]1C(=C)C)C(=O)O (1R,6R)-2',6'-dihydroxy-4'-(2-methyloctane-2-yl)-6-(prop-1-en-2-yl)-1,4,5,6-tetrahydro-[1,1'-biphenyl]-3-carboxylic acid